[OH-].[Na+].N[C@@H](CC(=O)O)C(=O)O L-aspartic acid sodium hydroxide